tert-butyl-3-(2-((1-(((tert-butyldimethylsilyl)oxy)methyl)cyclobutyl)methoxy)-6,8-difluoro-5-methoxyquinazolin-4-yl)-3,8-diazabicyclo[3.2.1]octane C(C)(C)(C)C12CN(CC(CC1)N2)C2=NC(=NC1=C(C=C(C(=C21)OC)F)F)OCC2(CCC2)CO[Si](C)(C)C(C)(C)C